C1(=CC=CC=C1)C=1N=CC(=NC1C1=CC=CC=C1)N1C[C@H](CC1)OCCOCC(=O)O (S)-2-(2-((1-(5,6-diphenylpyrazin-2-yl)pyrrolidin-3-yl)oxy)ethoxy)acetic acid